IC1=NNC2=NC(=CC=C21)C 3-iodo-6-methyl-1H-pyrazolo[3,4-B]pyridine